BrC=1C=CC=2N(N1)N=C(N2)C 6-bromo-2-methyl-[1,2,4]triazolo[1,5-b]pyridazine